2-(5-(cyclopropylmethyl)-3-(4-fluoro-3-(3-fluorophenoxy)phenyl)-4-(3-fluoro-4-sulfamoylbenzyl)-1H-pyrazol-1-yl)Thiazole-4-carboxylic acid C1(CC1)CC1=C(C(=NN1C=1SC=C(N1)C(=O)O)C1=CC(=C(C=C1)F)OC1=CC(=CC=C1)F)CC1=CC(=C(C=C1)S(N)(=O)=O)F